N1(C=NC=C1)CC1=CC(=C2CCN(CC2=C1)C1=NC=NC2=C(C=C(C=C12)CC)OC)C=1C(=NN(C1)C)C(F)(F)F 7-((1H-imidazol-1-yl)methyl)-2-(6-ethyl-8-methoxyquinazolin-4-yl)-5-(1-methyl-3-(trifluoromethyl)-1H-pyrazol-4-yl)-3,4-dihydroisoquinolin